(S)-5-(2-amino-[1,2,4]triazolo[1,5-a]pyridin-7-yl)-N-(1-(4-fluorophenyl)ethyl)-N,1-dimethyl-1H-indole-3-carboxamide NC1=NN2C(C=C(C=C2)C=2C=C3C(=CN(C3=CC2)C)C(=O)N(C)[C@@H](C)C2=CC=C(C=C2)F)=N1